1-(2-tert-butylphenyl)-6,7-dihydro-1H-pyrazolo[3'',4'':4',5']pyrimido[1',2':1,2]pyrido[3,4-b]indol-4(12H)-one C(C)(C)(C)C1=C(C=CC=C1)N1N=CC2=C1N=C1N(CCC3=C1NC1=CC=CC=C31)C2=O